ClC1=CC(=C(C=C1)[C@@]1([C@H]([C@@H](N[C@H]1CC(C)(C)C)C(=O)NC1=C(C=C(C(=O)O)C=C1)OC)C1=C(C(=CC=C1)Cl)F)C#N)F 4-{[(2R,3S,4R,5S)-4-(4-Chloro-2-fluoro-phenyl)-3-(3-chloro-2-fluoro-phenyl)-4-cyano-5-(2,2-dimethyl-propyl)-pyrrolidine-2-carbonyl]amino}-3-methoxy-benzoic acid